N-acetoxy-1-[9-ethyl-6-(2-methylbenzoyl)-9H-carbazole-3-yl]-3-cyclopentylpropan-1-imine C(C)(=O)ON=C(CCC1CCCC1)C=1C=CC=2N(C3=CC=C(C=C3C2C1)C(C1=C(C=CC=C1)C)=O)CC